C(#N)C1=C(C=C(C=N1)NC(C(C(=O)OCCCCO)(C)O)=O)C(F)(F)F 4-Hydroxybutyl 3-[[6-cyano-5-(trifluoromethyl)-pyridin-3-yl]amino]-2-hydroxy-2-methyl-3-oxopropanoate